CC1(CCN(CC1)C=1OC2=C(C=C(C=C2C(C1C)=O)C)[C@@H](C)NC1=C(C(=CC=C1)F)C1=CC2=C(COB2O)C=C1)C 2-(4,4-dimethyl-1-piperidyl)-8-[(1R)-1-[3-fluoro-2-(1-hydroxy-3H-2,1-benzoxaborol-6-yl)anilino]ethyl]-3,6-dimethyl-chromen-4-one